4-(3-(3-chlorophenyl)-1-(tetrahydro-2H-pyran-2-yl)-1H-pyrazol-4-yl)-7-(1-methyl-1H-pyrazol-4-yl)quinazoline ClC=1C=C(C=CC1)C1=NN(C=C1C1=NC=NC2=CC(=CC=C12)C=1C=NN(C1)C)C1OCCCC1